ClC=1C=C(C=CC1)NC(NC1=C(C(=O)NCCO)C=CC(=C1)OC)=O 2-[3-(3-chlorophenyl)ureido]-4-methoxy-N-(2-hydroxy-ethyl)benzamide